N-methylbutanamide CNC(CCC)=O